11-((tert-butyldiphenylsilyl)oxy)undecan-1-ol [Si](C1=CC=CC=C1)(C1=CC=CC=C1)(C(C)(C)C)OCCCCCCCCCCCO